CN1N=CC(=C1)NC=1C(=NC=CN1)C(=O)N 3-((1-methyl-1H-pyrazol-4-yl)amino)pyrazine-2-carboxamide